C(CCC)N1C(N(C(C(C1=O)=C(N)N)=O)C1CCC2(CC(C2)(C(=O)O)C)CC1)=O 7-[3-butyl-5-(diaminomethylidene)-2,4,6-trioxo-1,3-diazinan-1-yl]-2-methylspiro[3.5]nonane-2-carboxylic acid